1-cyclohexylmethyl-3-(3,4-dimethoxyphenyl)-1-{2-[3-endo-(3-hydroxyphenyl)-8-azabicyclo[3.2.1]oct-8-yl]ethyl}urea C1(CCCCC1)CN(C(=O)NC1=CC(=C(C=C1)OC)OC)CCN1C2CC(CC1CC2)C2=CC(=CC=C2)O